O1CCCC2=CC(=CC=C12)CNC(N(C[C@H]1N(CCC1)C)CC1=CC=C(C=C1)F)=O (S)-3-(chroman-6-ylmethyl)-1-(4-fluorobenzyl)-1-((1-methylpyrrolidin-2-yl)methyl)urea